tert-butyl 3-{4-[(2-fluoro-5-nitrophenyl)amino]-2-[(1-methyl-1H-pyrazol-4-yl)amino]pyrimidin-5-yl}-2,5-dihydro-1H-pyrrole-1-carboxylate FC1=C(C=C(C=C1)[N+](=O)[O-])NC1=NC(=NC=C1C=1CN(CC1)C(=O)OC(C)(C)C)NC=1C=NN(C1)C